COC1C(N(CC1)C)(C)CO (3-methoxy-1,2-dimethylpyrrolidin-2-yl)methanol